C1(CC1)CNC1=C(C(=O)N)C=C(C(=C1)C)S(NC1(CC1)C)(=O)=O 2-((cyclopropylmethyl)amino)-4-methyl-5-(N-(1-methylcyclopropyl)sulfamoyl)benzamide